4-([1,2,4]triazolo[4,3-a]pyridin-8-yl)-3,6-dihydro-2H-[1,2':3',3''-terpyridine]-6''-carbonitrile N=1N=CN2C1C(=CC=C2)C=2CCN(CC2)C2=NC=CC=C2C=2C=NC(=CC2)C#N